bis(biphenyl-4-yl)-[3-(4,4,5,5-tetramethyl-[1,3,2]-dioxaborolan-2-yl)-phenyl]-amine C1(=CC=C(C=C1)N(C1=CC(=CC=C1)B1OC(C(O1)(C)C)(C)C)C1=CC=C(C=C1)C1=CC=CC=C1)C1=CC=CC=C1